NC=1C(=C(C=CC1)O)N1CCC(CC1)C 3-amino-2-(4-methylpiperidin-1-yl)phenol